B(C1=CC2=C3C(=C1B(O)O)C=CC4=CC=CC(=C43)C=C2)(O)O pyrenediboronic acid